N(=[N+]=[N-])CCCCC12CCC(C=C1)C2 (4-azidobutyl)1-cis-5-norbornene